(4-amino-1,3-dihydrofuro[3,4-c]quinolin-8-yl)-[(3S)-3-[5-(trifluoromethyl)-2-pyridyl]morpholin-4-yl]methanone NC1=NC=2C=CC(=CC2C2=C1COC2)C(=O)N2[C@H](COCC2)C2=NC=C(C=C2)C(F)(F)F